O[C@H](C)C=1C=C(SC1)[S@@](=O)(N)=NC(NC1=C2C(=NC3=C1CCC3)[C@@H](CC2)C)=O |o1:1| (R)-4-((R) or (S)-1-hydroxyethyl)-N'-(((R)-3-methyl-1,2,3,5,6,7-hexahydrodicyclopenta[b,e]pyridin-8-yl)carbamoyl)thiophene-2-sulfonimidamide